methyl (3S)-3-amino-3-[1-(2-hydroxy-6-methylphenyl)-3-(trifluoromethyl)pyrazol-4-yl]propanoate N[C@@H](CC(=O)OC)C=1C(=NN(C1)C1=C(C=CC=C1C)O)C(F)(F)F